O1COC2=C1C=CC=C2C(=O)N2CC1=CC(=CC=C1C(C2)(C)C)N2CCC(CC2)N2CCOCC2 benzo[d][1,3]dioxol-4-yl(4,4-dimethyl-7-(4-morpholinopiperidin-1-yl)-3,4-dihydroisoquinolin-2(1H)-yl)methanone